5-(4-chlorophenyl)-N-(3,3-diphenylallyl)-N-(2-(pyrrolidin-1-yl)ethyl)isoxazole-3-carboxamide ClC1=CC=C(C=C1)C1=CC(=NO1)C(=O)N(CCN1CCCC1)CC=C(C1=CC=CC=C1)C1=CC=CC=C1